O1CCN(CC1)C=1C2=C(N=CN1)N(C(=C2)C2=CC=C(C=C2)NC(=O)N2CC1CN(CCC1C2)C(=O)OC(C)(C)C)COCC[Si](C)(C)C tert-butyl 2-((4-(4-morpholino-7-((2-(trimethylsilyl)ethoxy)methyl)-7H-pyrrolo[2,3-d]pyrimidin-6-yl)phenyl)carbamoyl)octahydro-5H-pyrrolo[3,4-c]pyridine-5-carboxylate